NC1=NC(=C(C2=C1N=C(N2)CCCC)SCCC2=CC=C(C=O)C=C2)C 4-[2-[(4-Amino-2-butyl-6-methyl-1H-imidazo[4,5-c]pyridin-7-yl)sulfanyl]ethyl]benzaldehyde